NC1=NC(=CC(=N1)C=1N=NN(C1)CC1=CC=CC(=N1)C1(CCCC1)O)C1=C(C(=CC=C1)F)F 1-[6-({4-[2-amino-6-(2,3-difluorophenyl)-4-pyrimidinyl]-1H-1,2,3-triazol-1-yl}methyl)-2-pyridinyl]cyclopentanol